N(=[N+]=[N-])C1=NN(C(=N1)N)C1=NN=NN1 3-Azido-1-(1H-tetrazol-5-yl)-1H-1,2,4-triazol-5-amine